N-(1-{4-[(2S)-2,3-dihydro-1,4-benzodioxin-2-yl]benzyl}piperidin-4-yl)acetamide O1[C@H](COC2=C1C=CC=C2)C2=CC=C(CN1CCC(CC1)NC(C)=O)C=C2